3-((7-(3-((S)-3-aminopyrrolidine-1-carbonyl)-4-methyl-6-(trifluoromethyl)pyridin-2-yl)thieno[3,2-b]pyridin-2-yl)methyl)-6,6-dimethyl-3-azabicyclo[3.1.0]hexane-2,4-dione N[C@@H]1CN(CC1)C(=O)C=1C(=NC(=CC1C)C(F)(F)F)C1=C2C(=NC=C1)C=C(S2)CN2C(C1C(C1C2=O)(C)C)=O